C1(=C2C(=C(N=N1)O)C=NC=C2)O pyrido[3,4-d]pyridazine-1,4-diol